perfluorodimethyldioxolane C1(C(OC(O1)(C(F)(F)F)C(F)(F)F)(F)F)(F)F